FC(/C=C/C(=O)OC(C)(C)C)(C(=O)OCC)F 1-(tert-butyl) 5-ethyl (E)-4,4-difluoropent-2-enedioate